OC1=C(C=CC=C1)C=1C=C2C(=NN1)NC[C@@H]1N2CCN(C1)CC(=O)N1CCN(CC1)C1CC2(CC(C2)C(=O)O)C1 (S)-6-(4-(2-(2-(2-hydroxyphenyl)-6a,7,9,10-tetrahydro-5H-pyrazino[1',2':4,5]pyrazino[2,3-c]pyridazin-8(6H)-yl)acetyl)piperazin-1-yl)spiro[3.3]heptane-2-carboxylic acid